ClC=1C=C2C(=CC1)N(C(C21CCNCC1)=O)CC(F)(F)F 5-chloro-1-(2,2,2-trifluoroethyl)-1,2-dihydrospiro[indole-3,4'-piperidin]-2-one